FC1=C(C(=CC=C1)F)C=1C=C2C(=NC1)N(C(N2C)=O)[C@H](CS(=O)(=O)C)C2=NC(=C(C=C2)OC)OCC (S)-6-(2,6-difluorophenyl)-3-(1-(6-ethoxy-5-methoxypyridin-2-yl)-2-(methylsulfonyl)ethyl)-1-methyl-1H-imidazo[4,5-b]pyridin-2(3H)-one